4-iodotetrahydropyran IC1CCOCC1